P(=O)(O)(O)O[C@H]1C[C@@](O[C@@H]1CO)(N1C(=O)NC(=O)C(C)=C1)CCOC methoxyethyl thymidine-3'-phosphate